BrC1=CC=C(C=C1)C(\C=C\C1=C(C=CC=C1)O)=O (E)-1-(4-bromophenyl)-3-(2-hydroxyphenyl)-2-propen-1-one